[Cl-].C(=C)C1=CC=C(CP(C2=CC=C(C=C2)C=C)(C2=CC=C(C=C2)C=C)C2=CC=C(C=C2)C=C)C=C1 (4-vinylbenzyl)tris(4-vinylphenyl)phosphine chloride